FC1=C(C(=CC=C1F)F)[C@H]1CC[C@H](CC1)OCC1N(CCCC1C1=CC=NN1COCC[Si](C)(C)C)C(=O)OC Methyl 2-((((CIS)-4-(2,3,6-trifluorophenyl)cyclohexyl)oxy)methyl)-3-(1-((2-(trimethylsilyl)ethoxy)methyl)-1H-pyrazol-5-yl)piperidine-1-carboxylate